6-methylene-5-propyl-dodecane C=C(C(CCCC)CCC)CCCCCC